FC1=C(C=CC=C1F)C1=NOC(=N1)[C@H]1[C@@H](C1)C1=CC=C(C=C1)S(=O)(=O)N 4-{(1R,2R)-2-[3-(2,3-difluorophenyl)-1,2,4-oxadiazol-5-yl]cyclopropyl}benzenesulfonamide